NCCC(CCN)C 1,5-diamino-3-methyl-pentane